[C@@H]12OC[C@@H](N(C1)CC=1C=C(C3=C(N=C(O3)C=3C=C(C=CC3)C3=C(C=C(C=C3)F)C3=NN=CN3C)C1)C(F)(F)F)C2 5-(((1S,4S)-2-Oxa-5-azabicyclo[2.2.1]heptan-5-yl)methyl)-2-(4'-fluoro-2'-(4-methyl-4H-1,2,4-triazol-3-yl)-[1,1'-biphenyl]-3-yl)-7-(trifluoromethyl)benzo[d]oxazole